[2-(4-methoxyphenyl)-ethyl]methylamin COC1=CC=C(C=C1)CCNC